(8-(5-((3,4-dichlorophenyl)difluoromethyl)-1,3,4-oxadiazol-2-yl)-2-(1-(trifluoromethyl)cyclopropane-1-carbonyl)-2,6-diazaspiro[3.4]octan-6-yl)(1H-pyrazol-4-yl)methanone ClC=1C=C(C=CC1Cl)C(C1=NN=C(O1)C1CN(CC12CN(C2)C(=O)C2(CC2)C(F)(F)F)C(=O)C=2C=NNC2)(F)F